S1C=CC=C2OC3=CC=CC=C3C=C12 thia-xanthene